N-methyl-N-(naphthalen-1-ylmethyl)thiophene-3-carboxamide CN(C(=O)C1=CSC=C1)CC1=CC=CC2=CC=CC=C12